C(C1=CC=CC=C1)CCCCCCCC[N+](CCCCCCCC)(CCCCCCCC)CCCCCCCC benzyl-tetraoctyl-ammonium